FC=1C(=NC=CC1)/C=C/S(=O)(C1=CC(=CC=C1)OC)=N (E)-(2-(3-fluoropyridin-2-yl)vinyl)(imino)(3-methoxyphenyl)-λ6-sulfanone